3-(2-chloro-4'-(2-oxo-6-(trifluoromethyl)pyridin-1(2H)-yl)-[1,1'-biphenyl]-3-yl)piperidine-2,6-dione sarcosinate sodium salt [Na+].N(C)CC(=O)[O-].ClC1=C(C=CC=C1C1C(NC(CC1)=O)=O)C1=CC=C(C=C1)N1C(C=CC=C1C(F)(F)F)=O